2,3,5,6-tetrakis(5H-pyrido[3,2-b]indol-5-yl)-[1,1':3',1''-terphenyl]-4-carbonitrile N1=CC=CC=2N(C=3C=CC=CC3C21)C2=C(C(=C(C(=C2N2C1=C(C=3C=CC=CC23)N=CC=C1)C#N)N1C2=C(C=3C=CC=CC13)N=CC=C2)N2C1=C(C=3C=CC=CC23)N=CC=C1)C1=CC(=CC=C1)C1=CC=CC=C1